COC1=CC=C(CNCC2=CC=C(C=C2)OC)C=C1 bis(4-methoxybenzyl)amine